DECANOLIDE C1(CCCCCCCCCO1)=O